C[C@@]12C[C@H](N([C@H]2C1)C(CNC(C1=CN=C(C=C1)OC1=CC=CC=C1)=O)=O)C(=O)O (1S,3S,5S)-5-methyl-2-((6-phenoxynicotinoyl)glycyl)-2-azabicyclo[3.1.0]hexane-3-carboxylic acid